6-(2-amino-5-(2-((3,3-difluoropyrrolidin-1-yl)methyl)-4-(4-methylpiperazin-1-yl)phenyl)pyridin-3-yl)-3,4-dihydroisoquinolin-1(2H)-one NC1=NC=C(C=C1C=1C=C2CCNC(C2=CC1)=O)C1=C(C=C(C=C1)N1CCN(CC1)C)CN1CC(CC1)(F)F